BrCC1=CC(=C(C=C1)B(O)O)F 4-(bromomethyl)-2-fluorophenylboronic acid